2-ethoxy-7-methoxy-2H-chromene C(C)OC1OC2=CC(=CC=C2C=C1)OC